C(C)OCCOC(C)O 1,4-diethylene glycol monoethyl ether